(fluoro(2-(((3S,6S,7aS,8aR,9aR)-5-oxo-3-(3-phenyl-azetidine-1-carbonyl)decahydro-1H-cyclopropa[d]pyrrolo[1,2-a]azocin-6-yl)carbamoyl)benzo[b]thiophen-5-yl)methyl)phosphonic acid FC(C1=CC2=C(SC(=C2)C(N[C@H]2C[C@H]3[C@@H](C[C@@H]4N(C2=O)[C@@H](CC4)C(=O)N4CC(C4)C4=CC=CC=C4)C3)=O)C=C1)P(O)(O)=O